C(=O)C1=CC=C2C(=NN(C2=C1)C)C(=NOC)NC1=CC=C(C=C1)OC(F)(F)F 6-formyl-N'-methoxy-1-methyl-N-[4-(trifluoromethoxy)phenyl]indazole-3-carboxamidine